CNC(C1=C(C=CC=C1)N1C[C@H](CC1)OC1=NC=C(C=C1)C(F)(F)F)=O (S)-N-methyl-2-(3-(5-(trifluoromethyl)pyridin-2-yloxy)pyrrolidin-1-yl)benzamide